(E)-4-(pyrrolidin-1-yl)but-2-ene hydrochloride Cl.N1(CCCC1)C/C=C/C